copper(II) calcium silicate [Si]([O-])([O-])([O-])[O-].[Ca+2].[Cu+2]